FC(CCC1CN(C2=C(S(C1F)(=O)=O)C=C(C(=C2)C(F)(F)F)O)C2=CC=C(C=C2)F)(C)F 3-(3,3-difluorobutyl)-2-fluoro-5-(4-fluorophenyl)-8-hydroxy-7-(trifluoromethyl)-2,3,4,5-tetrahydrobenzo[b][1,4]thiazepine 1,1-dioxide